(2R,4S,5R,6R)-6-((1R,2R)-1,2-dihydroxy-3-(3-phenoxybenzamido)propyl)-4-hydroxy-5-(2-hydroxyacetamido)-2-(oct-7-yn-1-yloxy)tetrahydro-2H-pyran-2-carboxylic acid O[C@H]([C@@H](CNC(C1=CC(=CC=C1)OC1=CC=CC=C1)=O)O)[C@H]1[C@@H]([C@H](C[C@@](O1)(C(=O)O)OCCCCCCC#C)O)NC(CO)=O